(4-Chloro-phenyl)-(1,1-dioxo-2,3-dihydro-1H-1lambda6-thiophen-3-yl)-amine ClC1=CC=C(C=C1)NC1CS(C=C1)(=O)=O